[In].NC1=CC=C(C(=O)C2=CC(=CC=C2)C(C2=CC=C(C(=C2)OC2=CC=CC=C2)N)=O)C=C1OC1=CC=CC=C1 1,3-bis(4-amino-5-phenoxybenzoyl)benzene indium